C(\C=C\C=CC)O trans-2,4-hexadiene-1-ol